COC(C1=CC(=C(C(=C1)OC)OC(=C(F)F)C)OC)OC 4-(2,2-difluoro-1-methyl-vinyloxy)-3,5-dimethoxybenzaldehyde dimethyl acetal